n-methyl-1,6-dihydroimidazo[4,5-d]pyrrolo[2,3-b]pyridine-8-carboxamide CNC(=O)C1=CNC2=NC=C3C(=C21)NC=N3